dithiolanyl-(dithiolan) S1SC(CC1)C1SSCC1